FC=1C=C(CNC2=C3N=CN(C3=NC=N2)[C@H]2[C@@H](O)[C@H](O)[C@H](O2)CO)OC1 6-(4-fluorofurfurylamino)-9-β-D-arabinofuranosylpurine